(2-(((2R,3S,4R,5R)-5-((2-chloro-4-(cyclopentylamino)pyrrolo[2,1-f][1,2,3]triazin-7-yl)methyl)-3,4-dihydroxytetrahydrofuran-2-yl)methoxy)-1-hydroxy-3-methoxypropan-2-yl)phosphonic acid ClN1NN2C(C(=C1)NC1CCCC1)=CC=C2C[C@@H]2[C@@H]([C@@H]([C@H](O2)COC(CO)(COC)P(O)(O)=O)O)O